The molecule is an organic cation resulting from the protonation of the tertiary amino group of (S)-nefopam. It is an ammonium ion derivative and an organic cation. It is a conjugate acid of a (S)-nefopam. It is an enantiomer of a (R)-nefopam(1+). C[NH+]1CCO[C@@H](C2=CC=CC=C2C1)C3=CC=CC=C3